4,6-dimethoxy-2-aminopyrimidine COC1=NC(=NC(=C1)OC)N